5-(((4-(4-acryloyl-2-methylpiperazin-1-yl)-7-(6-amino-4-methyl-3-(trifluoromethyl)pyridin-2-yl)-6-chloro-8-fluoroquinazolin-2-yl)oxy)methyl)-1-methylpyrrolidin-2-one C(C=C)(=O)N1CC(N(CC1)C1=NC(=NC2=C(C(=C(C=C12)Cl)C1=NC(=CC(=C1C(F)(F)F)C)N)F)OCC1CCC(N1C)=O)C